Cl.CC1(CCC2=NN=C(N21)C2=CC=CC(=N2)NC(=O)C2=C(C=C1CCNCC1=C2)OC)C N-(6-(5,5-dimethyl-6,7-dihydro-5H-pyrrolo[2,1-c][1,2,4]triazol-3-yl)pyridin-2-yl)-6-methoxy-1,2,3,4-tetrahydroisoquinoline-7-carboxamide, hydrochloride